CN1C(C=C(C(=C1)C)C[C@@H](C(=O)OC)C)=O methyl (2S)-3-(1,5-dimethyl-2-oxo-4-pyridyl)-2-methyl-propanoate